C(C)(C)(C)OC(CCOCCOC1=NC2=C(C(=CC=C2C(=C1)N1C=NC=C1)Cl)Cl)=O 3-(2-((7,8-dichloro-4-(1H-imidazol-1-yl)quinolin-2-yl)oxy)ethoxy)propionic acid tert-butyl ester